bis(4-(ethyl-n-propylamino)phenyl)methane Methyl-7-(1,1-difluoroethyl)-2-(4'-fluoro-2'-(4-methyl-4H-1,2,4-triazol-3-yl)-[1,1'-biphenyl]-3-yl)benzo[d]oxazole-5-carboxylate COC(=O)C=1C=C(C2=C(N=C(O2)C=2C=C(C=CC2)C2=C(C=C(C=C2)F)C2=NN=CN2C)C1)C(C)(F)F.C(C)N(C1=CC=C(C=C1)CC1=CC=C(C=C1)N(CC)CCC)CCC